thiodiethylene bis-[3-(3,5-di-t-butyl-4-hydroxyphenyl) propionate] C(C)(C)(C)C=1C=C(C=C(C1O)C(C)(C)C)CCC(=O)OCCSCCOC(CCC1=CC(=C(C(=C1)C(C)(C)C)O)C(C)(C)C)=O